6-chloro-N-hydroxy-nicotinamidine C1=CC(=NC=C1C(=NO)N)Cl